8-[(3,5-difluoroanilino)methyl]-2-morpholino-6-(2-trimethylsilylethynyl)chromen-4-one FC=1C=C(NCC=2C=C(C=C3C(C=C(OC23)N2CCOCC2)=O)C#C[Si](C)(C)C)C=C(C1)F